O(C1=CC=CC=C1)C1=CC=C(C=C1)NC(N)=O 3-(4-phenoxyphenyl)urea